C(C)(C)(C)OC(=O)N1CCN(CC1)C(=O)C1=CN(C(C=C1C1=CC=CC=C1)=O)CC1(CCN(CC1)C(C[C@@H](C)C1=CC=CC=C1)=O)O (R)-tert-Butyl-4-(1-((4-Hydroxy-1-(3-phenylbutanoyl)piperidin-4-yl)methyl)-6-oxo-4-phenyl-1,6-dihydropyridin-3-carbonyl)piperazin-1-carboxylat